(4aR,4bS,6aS,9aS,9bS)-1-(4-chlorobenzyl)-4a,6a-dimethyl-3,4,4a,6,6a,8,9,9a,9b,10-decahydro-1H-indeno[5,4-f]quinoline-2,5,7(4bH)-trione ClC1=CC=C(CN2C(CC[C@@]3([C@@H]4[C@@H](CC=C23)[C@@H]2CCC([C@]2(CC4=O)C)=O)C)=O)C=C1